CN1CCN(CC1)CC(=O)N(C)C1=CC=C(NC(C2=CC=CC=C2)=NC(=O)C2=NC3=CC=C(C=C3C=C2)C(=O)OC)C=C1 3-Z-[1-(4-(N-((4-methyl-piperazin-1-yl)-methylcarbonyl)-N-methyl-amino)-anilino)-1-phenyl-methylene]-6-methoxycarbonyl-2-quinolinecarboxamide